ClC=1C=C(C(=NC1)N1CC(N(C2(CC(C2)C(=O)N)C1=O)CC1=CC=C(C=C1)C(F)F)=O)F (2s,4s)-8-(5-chloro-3-fluoropyridin-2-yl)-5-(4-(difluoromethyl)benzyl)-6,9-dioxo-5,8-diazaspiro-[3.5]nonane-2-carboxamide